1-((6-aminopyridin-2-yl)oxy)-2-methyl-propan-2-ol NC1=CC=CC(=N1)OCC(C)(O)C